CC(CC)O[In] (2-butoxy)indium